4-(6-((1R,5S,6R)-6-amino-3-azabicyclo[3.1.1]heptan-3-yl)pyridin-3-yl)-6-(1-methyl-1H-pyrazol-4-yl)pyrazolo[1,5-a]pyrazine-3-carbonitrile NC1[C@@H]2CN(C[C@H]1C2)C2=CC=C(C=N2)C=2C=1N(C=C(N2)C=2C=NN(C2)C)N=CC1C#N